chloromethyl 2-(4-((bis(benzyloxy)phosphoryl)oxy)phenyl)acetate C(C1=CC=CC=C1)OP(=O)(OCC1=CC=CC=C1)OC1=CC=C(C=C1)CC(=O)OCCl